methyl (S)-4-(3-((tert-butoxycarbonyl)amino)-3-methylpyrrolidin-1-yl)-5-(4-methyl-1H-benzo[d]imidazol-2-yl)nicotinate C(C)(C)(C)OC(=O)N[C@@]1(CN(CC1)C1=C(C=NC=C1C(=O)OC)C1=NC2=C(N1)C=CC=C2C)C